2,2',2'',2'''-((2S,5S,8S,11S)-2,5,8,11-tetrakis(2-amino-2-oxoethyl)-1,4,7,10-tetraazacyclododecane-1,4,7,10-tetrayl)tetraacetic acid NC(C[C@@H]1N(C[C@@H](N(C[C@@H](N(C[C@@H](N(C1)CC(=O)O)CC(N)=O)CC(=O)O)CC(N)=O)CC(=O)O)CC(N)=O)CC(=O)O)=O